bis(2,4,6-trimethylbenzoyl)phosphinic acid chloride CC1=C(C(=O)P(=O)(C(C2=C(C=C(C=C2C)C)C)=O)Cl)C(=CC(=C1)C)C